2-fluoro-N-[2-[3-(methylcarbamoyl)phenyl]thieno[3,2-c]pyridin-4-yl]-4-(1-methyltriazol-4-yl)-N-[(3R)-3-piperidyl]benzamide FC1=C(C(=O)N([C@H]2CNCCC2)C2=NC=CC3=C2C=C(S3)C3=CC(=CC=C3)C(NC)=O)C=CC(=C1)C=1N=NN(C1)C